tert-Butyl (6S)-6-(((3-(4-bromo-6-chloro-1-(tetrahydro-2H-pyran-2-yl)-1H-indazol-5-yl)propoxy)carbonyl)(methyl)amino)-1,4-oxazepane-4-carboxylate BrC1=C2C=NN(C2=CC(=C1CCCOC(=O)N([C@H]1CN(CCOC1)C(=O)OC(C)(C)C)C)Cl)C1OCCCC1